BrC=1C(=NC(=NC1)NC1=C(C=C(C(=C1)[N+](=O)[O-])F)OC)NC=1C(=C2N=CC=NC2=CC1)P(C)(C)=O (6-((5-Bromo-2-((4-fluoro-2-methoxy-5-nitrophenyl)amino)pyrimidin-4-yl)amino)quinoxalin-5-yl)dimethylphosphine oxide